C1=C(C(=CC2=C1C1=NC3=CC=CC=C3N=C1C1=C2C=C(C(=C1)C#N)C#N)C#N)C#N dibenzo[a,c]phenazine-2,3,6,7-tetracarbonitrile